tert-butyl 3-(1-(tert-butoxycarbonyl)piperidin-4-yl)-5-((6-cyano-8-cyclopentyl-7-oxo-7,8-dihydropyrido[2,3-d]pyrimidin-2-yl)amino)-1H-indazole-1-carboxylate C(C)(C)(C)OC(=O)N1CCC(CC1)C1=NN(C2=CC=C(C=C12)NC=1N=CC2=C(N1)N(C(C(=C2)C#N)=O)C2CCCC2)C(=O)OC(C)(C)C